C[C@](N)(CCC)C(=O)O L-alpha-methyl-L-norvaline